CC(CO)(COC12C3CC(C3CCC(CCC1)(C2)C)(C)C)C 2,2-Dimethyl-3-((4,4,8-trimethyltricyclo[6.3.1.02,5]dodecan-1-yl)oxy)propan-1-ol